7H-purin-8(9H)-imine N1=CN=C2NC(NC2=C1)=N